NC1=NC(=NC=C1C(CO)(CO[Si](C)(C)C(C)(C)C)C)SC 2-(4-amino-2-methylsulfanyl-pyrimidin-5-yl)-3-[tert-butyl(dimethyl)silyl]oxy-2-methyl-propan-1-ol